C1(CCCC1)N1C2=C(N(C(C(C1)(F)F)=O)C)C=NC(=N2)NC2=CC(=C(C(=O)O)C=C2OC)N2CCN(CC2)C 4-((9-cyclopentyl-7,7-difluoro-5-methyl-6-oxo-6,7,8,9-tetrahydro-5H-pyrimido[4,5-b][1,4]diazepin-2-yl)amino)-5-methoxy-2-(4-methylpiperazin-1-yl)benzoic acid